The molecule is a disaccharide comprising 3-deoxy-alpha-D-manno-oct-2-ulopyranose (Kdo) having a 3-deoxy-alpha-D-manno-oct-2-ulopyranosyl (Kdo-CH2OH) residue attached at the 4-position. It has a role as an antigen. C1[C@H]([C@H]([C@H](O[C@]1(CO)O[C@@H]2C[C@@](O[C@@H]([C@@H]2O)[C@@H](CO)O)(C(=O)O)O)[C@@H](CO)O)O)O